CC1=CC=C(C(=N1)C(=O)N1[C@H]2[C@H](C[C@@H](C1)C2)OC2=NC=C(C=C2)C(F)(F)F)N2N=CC=N2 (6-methyl-3-(2H-1,2,3-triazol-2-yl)pyridin-2-yl)((1R,4S,6S)-6-((5-(trifluoromethyl)pyridin-2-yl)oxy)-2-azabicyclo[2.2.1]heptan-2-yl)methanone